(1R,2S,5S)-N-{(1S)-1-cyano-2-[(3S)-2-oxopyrrolidin-3-yl]ethyl}-6,6-dimethyl-3-[N-(trifluoroacetyl)-L-leucinyl]-3-azabicyclo[3.1.0]hexane-2-carboxamide C(#N)[C@H](C[C@H]1C(NCC1)=O)NC(=O)[C@@H]1[C@H]2C([C@H]2CN1C([C@@H](NC(C(F)(F)F)=O)CC(C)C)=O)(C)C